C(C)OC(=O)N1C2CC(C(C1)CC2)N2C[C@H]1C([C@H]1C2)C(N(C(C)C)CC)=O 5-{(1r,5s,6r)-6-[ethyl-(propan-2-yl)carbamoyl]-3-azabicyclo[3.1.0]hex-3-yl}-2-azabicyclo[2.2.2]octane-2-carboxylic acid ethyl ester